ClC=1C=C(C=CC1N1N=C2C=CC=CC2=C1CC#N)C 2-(3-chloro-4-tolyl)-3-cyanomethyl-indazole